C(C)OC(=O)C=1C(N(C(=CC1)NC(=O)OC(C)(C)C)C1=CC=C(C=C1)F)=O 6-(Boc-amino)-1-(4-fluorophenyl)-2-oxo-1,2-dihydropyridine-3-carboxylic acid ethyl ester